Diisopropyltin C(C)(C)[Sn]C(C)C